COC=1C=C(C=CC1)N(C1=CC=C(OC=2N=C(C3=C(N2)C=NC=C3)O)C=C1)C 2-{4-[(3-methoxy-phenyl)-methyl-amino]-phenoxy}-pyrido[3,4-d]pyrimidin-4-ol